6-(morpholin-4-carbonyl)indol-2-one N1(CCOCC1)C(=O)C=1C=CC2=CC(N=C2C1)=O